methyl 4-((1-(tert-butoxycarbonyl)piperidin-4-yl)ethynyl)thiazole-2-carboxylate C(C)(C)(C)OC(=O)N1CCC(CC1)C#CC=1N=C(SC1)C(=O)OC